C1(CC1)N1N=CC(=C1)[C@H]1OCC[C@H](C1)C=1N=C(C=2N(C(C(=C(N2)C)C)=O)C1)C12CC(C1)(C2)C(F)(F)F 7-[(2S,4R)-2-(1-cyclopropylpyrazol-4-yl)tetrahydropyran-4-yl]-2,3-dimethyl-9-[3-(trifluoromethyl)-1-bicyclo[1.1.1]pentanyl]pyrazino[1,2-a]pyrimidin-4-one